C(C)(C)(C)C1=NOC(=N1)C(=O)NCC1=C(C=C(C=C1)C1=NC=NN2C1=CC(=C2)C=2C=NN(C2)C)C(F)F 3-(tert-butyl)-N-(2-(difluoromethyl)-4-(6-(1-methyl-1H-pyrazol-4-yl)pyrrolo[2,1-f][1,2,4]triazin-4-yl)benzyl)-1,2,4-oxadiazole-5-carboxamide